3-((5,6-dimethyl-1H-benzo[d]imidazol-2-yl)amino)-N-hydroxybenzamide CC1=CC2=C(NC(=N2)NC=2C=C(C(=O)NO)C=CC2)C=C1C